C(C)(C)(C)OC(NCC(CC(C)(F)F)O)=O N-(4,4-difluoro-2-hydroxy-pentyl)carbamic acid tert-butyl ester